N-(2-chloro-6-fluorophenyl)cyclopropanecarboxamide ClC1=C(C(=CC=C1)F)NC(=O)C1CC1